γ-glutamylhydroxylamine N[C@@H](CCC(=O)NO)C(=O)O